BrC=1C=CC2=C(N(CCN(C2=O)C[C@@H](O)[C@H]2N(CC3=CC=CC=C3C2)C(=O)OC(C)(C)C)C)C1 tert-butyl (S)-3-((R)-2-(8-bromo-1-methyl-5-oxo-1,2,3,5-tetrahydro-4H-benzo[e][1,4]diazepin-4-yl)-1-hydroxyethyl)-3,4-dihydroisoquinoline-2(1H)-carboxylate